OC1=C(C(=CC(=C1)C(F)(F)F)C)C=1C=NC=2C(N1)=NN(C2[C@@H](C)O)C2CCC(N(C2)C(C)C)=O 5-(6-(2-hydroxy-6-methyl-4-(trifluoromethyl)phenyl)-3-((R)-1-hydroxyethyl)-2H-pyrazolo[3,4-b]pyrazin-2-yl)-1-isopropylpiperidin-2-one